C(=O)(O)CCC(=O)C1=CC2=NC(=C(C=C2S1)OCCCOC=1C=C2CN(CC2=CC1OC)C(CCC(=O)O)=O)OC 4-(5-(3-((2-(3-carboxypropionyl)-5-methoxythieno[3,2-b]pyridin-6-yl)oxy)propoxy)-6-methoxyisoindolin-2-yl)-4-oxobutanoic acid